COC=1C=C(C=CC1)C(C)O 1-m-methoxyphenylethanol